FC(CN(C(C1=C(C=CC(=C1)F)C=1C=2N(C=C(C1)C1CN(C1)C(C(C)C)CCCNC)C(=NC2F)C)=O)C(C)C)F N-(2,2-difluoroethyl)-5-fluoro-2-(1-fluoro-3-methyl-6-{1-[2-methyl-6-(methylamino)hexane-3-yl]azetidin-3-yl}imidazo[1,5-a]pyridin-8-yl)-N-(isopropyl)benzamide